CS(=O)(=O)N[C@@H]1[C@@H](N(CCC1)C(=O)OC)CO[C@@H]1C[C@H](C1)OC1=CC=CC=C1 methyl cis-3-((methylsulfonyl)amino)-2-(((trans-3-phenoxycyclobutyl)oxy)methyl)-piperidine-1-carboxylate